N1(C=NC=C1)CC1=CC(=CC=2C(=COC21)COC2=C(C=CC=C2)CC(=O)O)C2=CC(=CC=C2)CN 2-(2-((7-((1H-imidazol-1-yl)methyl)-5-(3-(aminomethyl)phenyl)benzofuran-3-yl)methoxy)phenyl)acetic acid